N-((R)-1-(2-(2,2-difluoroethoxy)-5-fluorophenyl)ethyl)-3-(1-(tetrahydro-2H-pyran-2-yl)-1H-pyrazol-4-yl)pyrazolo[1,5-a]pyrimidin-5-amine FC(COC1=C(C=C(C=C1)F)[C@@H](C)NC1=NC=2N(C=C1)N=CC2C=2C=NN(C2)C2OCCCC2)F